1-(tert-butoxycarbonyl)-5-(1H-pyrrolo[2,3-b]pyridin-3-yl)-1,2,3,6-tetrahydropyridine-3-carboxylic acid C(C)(C)(C)OC(=O)N1CC(C=C(C1)C1=CNC2=NC=CC=C21)C(=O)O